[2,2'-bipyridine]-4,4'-diol N1=C(C=C(C=C1)O)C1=NC=CC(=C1)O